6-(2-fluorophenyl)-N2-isopropyl-N4-(2-(trifluoromethyl)pyridin-4-yl)-1,3,5-triazine-2,4-diamine FC1=C(C=CC=C1)C1=NC(=NC(=N1)NC(C)C)NC1=CC(=NC=C1)C(F)(F)F